4-fluoropyrrolidine-1-carboxylate FC1CCN(C1)C(=O)[O-]